methyltrioxymethyl-silane COOOC[SiH3]